3-(3-chloro-4-fluorophenyl)-(1S)-(8-fluoro-3R-oxido-6-oxo-1,4,5,6-tetrahydro-2H-thiopyrano[3,4-c]isoquinolin-1-yl)-1-methylurea ClC=1C=C(C=CC1F)NC(N(C)[C@@H]1C[S@](CC=2NC(C=3C=C(C=CC3C21)F)=O)=O)=O